silver-nickel hydroxide [Ni](O)O.[Ag]